N-(3-(4'-((3-methyloxetan-3-yl)oxy)-4,5,5',6'-tetrahydro-2H-spiro[furan-3,8'-pyrano[3,4-b]pyridin]-2'-yl)-1H-pyrrolo[2,3-c]pyridin-5-yl)acetamide CC1(COC1)OC1=C2C(=NC(=C1)C1=CNC3=CN=C(C=C31)NC(C)=O)C3(OCC2)COCC3